C(C(=C)C)(=O)OCC(=O)NCC(CO)O (2,3-dihydroxypropyl)amino-2-oxoethyl methacrylate